(+-)-3-((2-(trifluoromethyl)benzyl)oxy)pyrrolidine FC(C1=C(CO[C@H]2CNCC2)C=CC=C1)(F)F |r|